2,6-di-tert-butyl-4-(4-nitrobenzylidene)cyclohexa-2,5-dien-1-one C(C)(C)(C)C=1C(C(=CC(C1)=CC1=CC=C(C=C1)[N+](=O)[O-])C(C)(C)C)=O